CN(C1=CC=C(C=CC(S(=O)(=O)C2=CC=CC3=CC=CC=C23)C=CC2=CC=C(C=C2)N(C)C)C=C1)C Bis(p-dimethylaminostyryl)-1-naphthalenesulfonylmethane